C=C1CC(CC=C1)=C 1,3-di(methylene)-benzene